(1,3-dimethyl-azetidin-3-yl)-(4-isopropyl-phenyl)-[5-(2-methoxy-ethoxy)-pyridin-3-yl]-methanol CN1CC(C1)(C)C(O)(C=1C=NC=C(C1)OCCOC)C1=CC=C(C=C1)C(C)C